methoxy-5-[[2-[(2S,5R)-5-methyl-2-[1-(1H-pyrazol-3-yl)pyrazol-3-yl]-1-piperidyl]-2-oxo-acetyl]amino]pyridine-3-carboxamide COC1=NC=C(C=C1C(=O)N)NC(C(=O)N1[C@@H](CC[C@H](C1)C)C1=NN(C=C1)C1=NNC=C1)=O